C1CCC2=C(C=3CCCC3C=C12)NC(=O)N=[S@@](=O)(N)C=1C=NN2C1OC[C@@H](C2)OC (S)-(6R)-N'-((1,2,3,5,6,7-hexahydro-s-indacen-4-yl)carbamoyl)-6-methoxy-6,7-dihydro-5H-pyrazolo[5,1-b][1,3]oxazine-3-sulfonimidamide